tert-Butyl (2-chloropyrrolo[2,1-f][1,2,4]triazin-4-yl)(cyclopentyl)carbamate ClC1=NN2C(C(=N1)N(C(OC(C)(C)C)=O)C1CCCC1)=CC=C2